(R)-6-bromo-1-(1-(2,4-dichlorophenyl)ethyl)-4-(fluoromethyl)-1H-benzo[d][1,2,3]triazole BrC=1C=C(C2=C(N(N=N2)[C@H](C)C2=C(C=C(C=C2)Cl)Cl)C1)CF